2-(3-(3-(3-chlorophenyl)-1,2,4-oxadiazol-5-yl)-6-oxopyridazin-1(6H)-yl)-N-ethylacetamide ClC=1C=C(C=CC1)C1=NOC(=N1)C1=NN(C(C=C1)=O)CC(=O)NCC